1-(5-((3-(2,3-dichlorophenyl)-3,8-diazabicyclo[3.2.1]octan-8-yl)methyl)-1-oxoisoindolin-2-yl)dihydropyrimidine-2,4(1H,3H)-dione ClC1=C(C=CC=C1Cl)N1CC2CCC(C1)N2CC=2C=C1CN(C(C1=CC2)=O)N2C(NC(CC2)=O)=O